ClC=1C=CC(=C(C(=O)NC=2C(=NC(=CC2)OC)C)C1)NC1=C(C=C(C=C1)F)C(C)C 5-chloro-2-((4-fluoro-2-isopropylphenyl)amino)-N-(6-methoxy-2-methylpyridin-3-yl)benzamide